OCCN(C(OC(C)(C)C)=O)CC1=CC=C(C=C1)C#CC1=CC=C(C=C1)C1=CC(=NO1)CN1C(=NC=C1)[C@H](C)OC1OCCCC1 tert-butyl (2-hydroxyethyl)(4-((4-(3-((2-((1S)-1-((tetrahydro-2H-pyran-2-yl)oxy)ethyl)-1H-imidazol-1-yl)methyl)isoxazol-5-yl)phenyl)ethynyl)benzyl)carbamate